CC1=C(C=CC=C1)C=1C=CC2=C(C=3CN(C(C3C=C2)=O)CC(C(=O)N)=C)C1 2-{[8-(2-methylphenyl)-3-oxo-1H,2H,3H-benzo[e]isoindol-2-yl]methyl}prop-2-enamide